2,6-dioxapiperidine-3-yl-4-fluoroisoindole-1,3-dione N1OC(CCO1)C=1C(=C2C(NC(C2=CC1)=O)=O)F